ClC1=NC=C(C=N1)C1OCCO1 chloro-5-(1,3-dioxolan-2-yl)pyrimidine